OC=1C=C(C=C(C1O)OC(=O)C1=CC(=C(C(=C1)O)O)O)C(=O)O[C@@H]1CO[C@@H]([C@@H]([C@H]1OC(=O)C1=CC(=C(C(=C1)OC(=O)C1=CC(=C(C(=C1)O)O)O)O)O)OC(=O)C1=CC(=C(C(=C1)OC(=O)C1=CC(=C(C(=C1)O)O)O)O)O)OC(=O)C1=CC(=C(C(=C1)OC(=O)C1=CC(=C(C(=C1)O)O)O)O)O (2R,3R,4S,5R,6R)-3,4,5,6-tetrakis({3,4-dihydroxy-5-[(3,4,5-trihydroxyphenyl)carbonyloxy]phenyl}carbonyloxy)oxan